ClC1=CC(=C(N=N1)C(=O)OC)N1CCC(CCC1)(F)F methyl 6-chloro-4-(4,4-difluoroazepan-1-yl)pyridazine-3-carboxylate